(2S,5R)-5-(2-chlorophenyl)-1-(5-methoxy-6-(2-methoxyphenyl)nicotinoyl)pyrrolidine-2-carboxylic acid ClC1=C(C=CC=C1)[C@H]1CC[C@H](N1C(C1=CN=C(C(=C1)OC)C1=C(C=CC=C1)OC)=O)C(=O)O